Cl.NC1CCN(CC1)S(=O)(=O)N1[C@H](C[C@H](CC1)NC(=O)C1=NSC(=C1)CC)C N-((2S,4S)-1-(4-aminopiperidin-1-ylsulfonyl)-2-methylpiperidin-4-yl)-5-ethyl-1,2-thiazole-3-carboxamide hydrochloride